2-(3-(3,5-dibromophenyl)-3-(4-methyl-4H-1,2,4-triazol-3-yl)cyclobutyl)acetonitrile BrC=1C=C(C=C(C1)Br)C1(CC(C1)CC#N)C1=NN=CN1C